(S)-2-(2-methylazetidin-1-yl)-4-(1H-pyrazol-4-yl)-6,7-dihydro-5H-cyclopenta[d]pyrimidine C[C@@H]1N(CC1)C=1N=C(C2=C(N1)CCC2)C=2C=NNC2